[Cu].[Ag].C(C(CCCC)O)O 1,2-Hexanediol silver copper